C(C)(=O)C1=CC(=C(C=C1)COC1=C(C=C(C=C1)C1C=2C(NC(C1)=O)=NNC2)OC)C(F)(F)F 4-(4-{[4-acetyl-2-(trifluoromethyl)phenyl]methoxy}-3-methoxyphenyl)-2H,4H,5H,6H,7H-pyrazolo[3,4-b]pyridin-6-one